bis(2,2,6,6-tetramethyl-4-piperidyl)-hexamethylenediamine CC1(NC(CC(C1)NCCCCCCNC1CC(NC(C1)(C)C)(C)C)(C)C)C